CC=1C=C2C(=CC(=NC2=C(C1)C(C)NC1=C(C(=O)O)C=CC=C1)N1CCCCC1)N1CCOCC1 2-((1-(6-methyl-4-morpholino-2-(piperidin-1-yl)quinolin-8-yl)ethyl)amino)benzoic acid